NC=1C=C(C=2N3CCC[C@H]3CCCCCC(C3=NN=C(C1N2)O3)(O)C(F)(F)F)OC (12R)-20-amino-18-methoxy-6-(trifluoromethyl)-22-oxa-3,4,16,21-tetraazatetracyclo[15.3.1.12,5.012,16]docosa-1(20),2,4,17(21),18-pentaen-6-ol